COC=1C(=NC(=C(C1)CCCCC(F)(F)F)OC)CCNC(OC(C)(C)C)=O tert-butyl (2-(3,6-dimethoxy-5-(5,5,5-trifluoropentyl)pyridin-2-yl)ethyl)carbamate